(3R)-3-((1H-imidazol-1-yl)methyl)-7-((2S,5R)-4-acryloyl-2,5-dimethylpiperazin-1-yl)-9-chloro-10-(2,4-difluorophenyl)-2H-[1,4]oxazino[2,3,4-ij]-quinazolin-5(3H)-one N1(C=NC=C1)C[C@@H]1COC=2C(=C(C=C3C(=NC(N1C23)=O)N2[C@H](CN([C@@H](C2)C)C(C=C)=O)C)Cl)C2=C(C=C(C=C2)F)F